perfluoro-1-nonanoyl chloride FC(C(=O)Cl)(C(C(C(C(C(C(C(F)(F)F)(F)F)(F)F)(F)F)(F)F)(F)F)(F)F)F